1-(2-(isoindolin-2-yl)benzo[d]oxazol-6-yl)-4-oxo-6-(4-(pyrrolidin-1-yl)phenyl)-1,4-dihydropyridine-3-carboxylic acid C1N(CC2=CC=CC=C12)C=1OC2=C(N1)C=CC(=C2)N2C=C(C(C=C2C2=CC=C(C=C2)N2CCCC2)=O)C(=O)O